C(=O)(N1CCOCC1)N1CCOCC1 4,4'-carbonyldimorpholine